FC(C)(C)O Fluoroisopropyl alcohol